FC=1C=C(C=CC1)CC(C)(C)NC(=O)C=1C=C2C(=NC1)N(C=C2)C N-(1-(3-fluorophenyl)-2-methylpropan-2-yl)-1-methyl-1H-pyrrolo[2,3-b]pyridine-5-carboxamide